(1S,2S)-2-((6-(5-((((R)-1-(2-chlorophenyl)ethoxy)carbonyl)amino)-1-methyl-1H-1,2,3-triazol-4-yl)-2-fluoropyridin-3-yl)carbamoyl)cyclohexane-1-carboxylic acid ClC1=C(C=CC=C1)[C@@H](C)OC(=O)NC1=C(N=NN1C)C1=CC=C(C(=N1)F)NC(=O)[C@@H]1[C@H](CCCC1)C(=O)O